2-chloro-N-[(furan-2-yl)methyl]-6-[2-(methylamino)propyl]-7H-pyrrolo[2,3-d]pyrimidin-4-amine hydrochloride Cl.ClC=1N=C(C2=C(N1)NC(=C2)CC(C)NC)NCC=2OC=CC2